C(C)(C)(C)NC[C@@H](O)C1=CC=C(C=N1)NC(=O)C1OC(C(C1)C)(C(F)(F)F)C N-(6-((R)-2-(tert-butylamino)-1-hydroxyethyl)pyridin-3-yl)-4,5-dimethyl-5-(trifluoromethyl)tetrahydrofuran-2-carboxamide